BrC=1C=2N(C3=CC(=NC=C3C1)Cl)N=CN2 4-bromo-8-chloro-[1,2,4]triazolo[1,5-a][1,6]naphthyridine